ClC1=C2C(=NC=C1C#N)SC(=C2)I 4-chloro-2-iodo-thieno[2,3-b]pyridine-5-carbonitrile